C(CCCCC)OC1=C(C(=C(C(=C1)C)O)C)C 4-(Hexyloxy)-2,3,6-trimethylphenol